FC(OC1=CC=C(C=C1)NC=1N=C(SC1C(=O)NC1=CC2=CN(N=C2C=C1)C)SC)F 4-((4-(difluoromethoxy)phenyl)amino)-N-(2-methyl-2H-indazol-5-yl)-2-(methylthio)thiazole-5-carboxamide